6,6-diethyl-4-methyl-3,6-dihydro-2H-pyran C(C)C1(C=C(CCO1)C)CC